CP(C1CCC(CC1)F)(CC)=O methylethyl-(4-fluorocyclohexyl)phosphine oxide